4-(((1R,4R)-4-aminocyclohexyl)methoxy)-5-chloro-N-(4-morpholinophenyl)pyrimidin-2-amine NC1CCC(CC1)COC1=NC(=NC=C1Cl)NC1=CC=C(C=C1)N1CCOCC1